ClC1=C(C=CC=C1Cl)N1CCN(CC1)CCCC1(CC2=C(N=C(S2)N)CC1)N 6-(3-(4-(2,3-dichlorophenyl)piperazin-1-yl)propyl)-4,5,6,7-tetrahydrobenzo[d]thiazole-2,6-diamine